8-chloro-2-(4,4-difluoroazepan-1-yl)quinoline-3-carboxamide methyl-azocane-5-carboxylate COC(=O)C1CCCNCCC1.ClC=1C=CC=C2C=C(C(=NC12)N1CCC(CCC1)(F)F)C(=O)N